[N+](=O)([O-])C=1C=C2C(=NN(C2=CC1[N+](=O)[O-])C(C1=CC=CC=C1)(C1=CC=CC=C1)C1=CC=CC=C1)C1=CC=NC=C1 5,6-dinitro-3-(pyridin-4-yl)-1-trityl-1H-indazole